5-(5-(cyclopropylcarbamoyl)-2-methylphenyl)-N-(2-(dimethylamino)ethyl)-2-((1-hydroxy-2-methylpropan-2-yl)amino)nicotinamide C1(CC1)NC(=O)C=1C=CC(=C(C1)C=1C=NC(=C(C(=O)NCCN(C)C)C1)NC(CO)(C)C)C